5-methyl-2(1H)-pyridinone CC=1C=CC(NC1)=O